2-(((1s,2s)-1-amino-2-ethylcyclopentyl)methoxy)-6-methoxy-4-(5-methoxyimidazo[1,2-a]pyridin-3-yl)benzonitrile N[C@@]1([C@H](CCC1)CC)COC1=C(C#N)C(=CC(=C1)C1=CN=C2N1C(=CC=C2)OC)OC